2-methoxy-N-methylsulfonyl-acetamide COCC(=O)NS(=O)(=O)C